(E)-4-(3,4,5-trichlorophenyl)butane ClC=1C=C(C=C(C1Cl)Cl)CCCC